tert-Butyl 3-[[6-chloro-4-(2-oxa-6-azaspiro[3.3]heptan-6-yl)pyrazolo[3,4-d]pyrimidin-1-yl]methyl]azetidine-1-carboxylate ClC1=NC(=C2C(=N1)N(N=C2)CC2CN(C2)C(=O)OC(C)(C)C)N2CC1(COC1)C2